C(#N)C1=CC(=C(OCC2=CC=CC(=N2)OC2=CC=C(CC3=NC4=C(N3CC3=CN=CN3CC)C=C(C=C4)C(=O)OC)C=C2)C=C1)F methyl 2-(4-((6-((4-cyano-2-fluorophenoxy) methyl) pyridin-2-yl) oxy) benzyl)-1-((1-ethyl-1H-imidazol-5-yl) methyl)-1H-benzo[d]imidazole-6-carboxylate